2-((1r,2r)-1-(2-chlorophenyl)-1-phenylpropan-2-yl)-5-hydroxy-N-(isoxazol-4-yl)-1-methyl-6-oxo-1,6-dihydropyrimidine-4-carboxamide ClC1=C(C=CC=C1)[C@H]([C@@H](C)C=1N(C(C(=C(N1)C(=O)NC=1C=NOC1)O)=O)C)C1=CC=CC=C1